ClC=1C=C(C=CC1Cl)NC(=O)[C@@H]1[C@H]2C[C@@H]([C@@H]([C@@H]1C1=CC(=NC=C1)C)O2)OC (1R,2S,3S,4R,5S)-N-(3,4-dichlorophenyl)-5-methoxy-3-(2-methylpyridine-4-Yl)-7-oxabicyclo[2.2.1]Heptane-2-carboxamide